O1S(C=CC1)(=O)=O 5H-1,2-oxathiol-2,2-dioxide